ClC1=C(C=CC(=C1)C(=O)N1[C@H]([C@@H](N(CC1)C1=CC(=CC=C1)Cl)C)C)[S@](=O)CC(=O)OC1CCCC1 |&1:24| (±)-Cyclopentyl 2-((2-chloro-4-(4-(3-chlorophenyl)-trans-2,3-dimethylpiperazine-1-carbonyl)phenyl)sulfinyl)acetate